CC=1N=C2N(N=C(C=C2C)C=2N=C3N(C(C2)=O)C=C(C=C3)F)C1 2-(2,8-Dimethylimidazo[1,2-b]pyridazin-6-yl)-7-fluoro-4H-pyrido[1,2-a]pyrimidin-4-one